2-(1,3-dimethyl-2,6-dioxo-2,3-dihydro-1H-purin-7(6H)-yl)acetic acid CN1C(N(C=2N=CN(C2C1=O)CC(=O)O)C)=O